FC(OC[C@@H](CCCN1C(C2=CC(=C(C=C2C=C1)C1=NC=C(C=N1)C(F)(F)F)F)=O)NC=1C=NNC(C1C(F)(F)F)=O)F 2-[(4R)-5-(difluoromethoxy)-4-[[6-oxo-5-(trifluoromethyl)-1H-pyridazin-4-yl]amino]pentyl]-7-fluoro-6-[5-(trifluoromethyl)pyrimidin-2-yl]isoquinolin-1-one